(S)-N-(1-(2,4-dichlorophenyl)propyl)-3-fluoro-N-(pyridin-3-ylphenyl)benzamide ClC1=C(C=CC(=C1)Cl)[C@H](CC)N(C(C1=CC(=CC=C1)F)=O)C1=C(C=CC=C1)C=1C=NC=CC1